ClC1=CC(=C(C=C1)[C@@]1(OC2=C(O1)C=CC=C2C2CCN(CC2)CC2=NC1=C(N2C[C@H]2OCC2)C=C(C=C1)C(=O)[O-])C)F.[NH4+] Ammonium 2-({4-[(2S)-2-(4-chloro-2-fluorophenyl)-2-methyl-1,3-benzodioxol-4-yl]piperidin-1-yl}methyl)-1-[(2S)-oxetan-2-ylmethyl]-1H-benzimidazole-6-carboxylate